3-hydroxyoctadecanoic acid OC(CC(=O)O)CCCCCCCCCCCCCCC